ClC1=NC=C(C(=C1)C1=C(C=NC(=C1)C)C(=O)NC=1SC(=NN1)O[C@H]1COC(C1)(C)C)OC (R)-2'-chloro-N-(5-((5,5-dimethyltetrahydrofuran-3-yl)oxy)-1,3,4-thiadiazol-2-yl)-5'-methoxy-6-methyl-(4,4'-bipyridine)-3-carboxamide